CNS(=O)(=O)C1=C(C=C(C=C1)C)C#CC1=CC=CC=C1 N,4-dimethyl-2-(phenylethynyl)benzenesulfonamide